ClC=1C=C(C=CC1F)NC1=NC=NC2=CC(=C(C=C12)NC(\C=C\CN1CCN(CC1)CC1=CC=C(C=C1)N1C(NC(CC1)=O)=O)=O)OC (E)-N-(4-((3-chloro-4-fluorophenyl)amino)-7-methoxyquinazolin-6-yl)-4-(4-(4-(2,4-dioxotetrahydropyrimidin-1(2H)-yl)benzyl)piperazin-1-yl)but-2-enamide